ClC1=CC(=C(C(=C1)C)B1OC(C(O1)(C)C)(C)C)C 2-(4-chloro-2,6-dimethyl-phenyl)-4,4,5,5-tetramethyl-1,3,2-dioxaborolane